(3R,SR,7R)-N-(4-((1S,3S)-3-butyl-6-methoxy-1,2,3,4-tetrahydroisoquinolin-1-yl)phenyl)adamantan-1-amine C(CCC)[C@@H]1N[C@H](C2=CC=C(C=C2C1)OC)C1=CC=C(C=C1)NC12CC3CC(CC(C1)C3)C2